Diphenyl-carbonat C1(=CC=CC=C1)OC(OC1=CC=CC=C1)=O